C1(CCCC1)N1C(N(CC1)C1CN(CCC1)C=1N=C(C(=NC1)C(=O)N)NC1=CC=C(C=C1)C1(CCNCC1)C)=O 5-(3-(3-cyclopentyl-2-oxoimidazolin-1-yl)piperidin-1-yl)-3-((4-(4-methylpiperidine-4-yl)phenyl)amino)pyrazine-2-carboxamide